1-[[(2R)-1-(prop-2-enoyl)pyrrolidin-2-yl]methyl]urea C(C=C)(=O)N1[C@H](CCC1)CNC(=O)N